7-(1-Methyl-1H-pyrazol-4-yl)-N-(2-methyl-5-(2-(2-methylpiperidin-1-yl)acetamido)pyridin-3-yl)-[1,2,4]triazolo[4,3-a]pyridine-3-carboxamide CN1N=CC(=C1)C1=CC=2N(C=C1)C(=NN2)C(=O)NC=2C(=NC=C(C2)NC(CN2C(CCCC2)C)=O)C